O1CCN(CC1)CC1=NN2C(C(NCC2)=O)=C1 2-(morpholinomethyl)-6,7-dihydropyrazolo[1,5-a]pyrazin-4(5H)-on